ClC1=CC=C(C=C1)N1N=C(C=C1C1=CC=C(C#N)C=C1)C(=O)N1C[C@@H](CCC1)NC (R)-4-(1-(4-Chlorophenyl)-3-(3-(methylamino)piperidin-1-carbonyl)-1H-pyrazol-5-yl)benzonitril